C(#N)C=1C=C(CNCC(=O)OC(C)(C)C)C=CC1 tert-butyl 2-((3-cyanobenzyl)amino)acetate